ClCCC1=CC=C(C=C1)C(C(=O)[O-])(C)C 2-(4-(2-chloroethyl) phenyl)-2-methylpropanoate